FC(C1=CC=C(C=C1)N1CC(CC2=CC=CC=C12)NS(=O)(=O)C)(F)F N-(1-(4-(trifluoromethyl)phenyl)-1,2,3,4-tetrahydroquinolin-3-yl)methanesulfonamide